CO[Si](CCCCCCCCC[Si](OC)(OC)OC)(OC)OC 1,9-bis(trimethoxysilyl)nonane